FC1=CC=C(C=C1)[C@@H]1N(CCC2=CC=CC=C12)C(=O)[C@H]1OC[C@H](C1)NCCO ((S)-1-(4-fluorophenyl)-3,4-dihydroisoquinolin-2(1H)-yl)((2S,4S)-4-((2-hydroxyethyl)amino)tetrahydrofuran-2-yl)methanone